CC1(CCN(CC1)CCOCC1=CC=C(C=N1)C1=CC=2C3=C(N=NC2C=C1)N(C(N3C(C)C)=O)C)C 8-(6-((2-(4,4-dimethylpiperidin-1-yl)ethoxy)methyl)pyridin-3-yl)-1-isopropyl-3-methyl-1H-imidazo[4,5-c]cinnolin-2(3H)-one